bisfluorosulfonyl-bisphenol FC1=C(C(=C(C=C1)O)S(=O)(=O)C1=C(C=CC=C1)O)F